N-(carboxymethyl)-N-[3-[(carboxymethyl)amino]propyl]-glycine C(=O)(O)CN(CC(=O)O)CCCNCC(=O)O